tert-butyl-6-(5-hydroxy-4-(6-methoxypyridin-3-yl)-1H-pyrazol-1-yl)nicotinic acid C(C)(C)(C)C1=C(C(=O)O)C=CC(=N1)N1N=CC(=C1O)C=1C=NC(=CC1)OC